2-[(E)-4-Bromobut-2-enyl]isoindolin-1-one BrC/C=C/CN1C(C2=CC=CC=C2C1)=O